BrCC=1N=COC1CC 4-(bromomethyl)-5-ethyl-oxazole